2,6-bis(benzyloxy)-3-(4-(2-((tert-butyldimethylsilyl)oxy)ethyl)-2-fluorophenyl)pyridine C(C1=CC=CC=C1)OC1=NC(=CC=C1C1=C(C=C(C=C1)CCO[Si](C)(C)C(C)(C)C)F)OCC1=CC=CC=C1